C1(CC1)C1=CC(=C(C=C1)N1N=C2CCN(CC3C2=C1CCN3)C(C=C)=O)C(F)(F)F 1-(2-(4-cyclopropyl-2-(trifluoromethyl)phenyl)-2,3,4,5,5a,6,8,9-octahydro-7H-1,2,5,7-tetraazabenzo[cd]azulen-7-yl)prop-2-en-1-one